BrC1=CC(=C(C(=O)N2CCN(CC2)C(C)=O)C=C1)Cl 1-(4-(4-bromo-2-chlorobenzoyl)piperazin-1-yl)ethan-1-one